cyclohexylidene(cyclopentadienyl)(fluorenyl)titanium dichloride [Cl-].[Cl-].C1(CCCCC1)=[Ti+2](C1=CC=CC=2C3=CC=CC=C3CC12)C1C=CC=C1